4-((2,4-dioxo-3,4-dihydropyrimidin-1(2H)-yl)methyl)-N-methylbenzamide O=C1N(C=CC(N1)=O)CC1=CC=C(C(=O)NC)C=C1